FC=1C(=C(C=CC1F)[C@H]1[C@@H](O[C@]([C@H]1C)(C(F)(F)F)C)C(=O)NC=1C=NC(=CC1)[C@@H]([C@H](C)O)O)OC |o1:8,9,11,12| rel-(2R*,3S*,4S*,5R*)-3-(3,4-difluoro-2-methoxyphenyl)-N-(6-((1S,2S)-1,2-dihydroxypropyl)pyridin-3-yl)-4,5-dimethyl-5-(trifluoromethyl)tetrahydrofuran-2-carboxamide